tert-butyl 4-(2-methyl-7-oxo-8-((3-(trifluoromethyl)pyridin-2-yl) methyl)-7,8-dihydropyrido[2,3-d]pyrimidin-6-yl)piperidine-1-carboxylate CC=1N=CC2=C(N1)N(C(C(=C2)C2CCN(CC2)C(=O)OC(C)(C)C)=O)CC2=NC=CC=C2C(F)(F)F